racemic-piperidinol N1(CCCCC1)O